Methyl (S)-2-(4-bromo-2,3,6-trifluorobenzyl)-1-(4,4-dimethyltetrahydrofuran-3-yl)-4-fluoro-1H-benzo[d]imidazole-6-carboxylate BrC1=C(C(=C(CC2=NC3=C(N2[C@@H]2COCC2(C)C)C=C(C=C3F)C(=O)OC)C(=C1)F)F)F